3-amino-5-((4,4-difluorocyclohexyl)oxy)benzoic acid NC=1C=C(C(=O)O)C=C(C1)OC1CCC(CC1)(F)F